Cl.Cl.CN1N=C(C(=C1)N)N 1-methylpyrazole-3,4-diamine dihydrochloride